CC=1C=CC2=C(/C(/N(S2(=O)=O)C2=CC=CC=C2)=C(\C(=O)[O-])/C2=CC=CC=C2)C1 (E)-2-(5-methyl-1,1-dioxido-2-phenylbenzo[d]isothiazol-3(2H)-ylidene)-2-phenylacetate